(3-(3-(((tetrahydro-2H-pyran-2-yl)oxy)methyl)phenyl)oxetan-3-yl)methylamine O1C(CCCC1)OCC=1C=C(C=CC1)C1(COC1)CN